FC(C(=O)NC1=CC=CC=C1)(CC1=CCC(CC1)C(C)C)F 2,2-difluoro-3-(4-isopropylcyclohex-1-en-1-yl)-N-phenylpropanamide